BrC1=NC=C(N=C1)S(=O)(=O)C 2-bromo-5-methylsulfonyl-pyrazine